N1=C(C=CC=C1)CCCC(=O)NC1=C(N=NS1)C(=O)NCC1=CC=C(C=C1)Cl 5-(4-(pyridin-2-yl)butyrylamino)-N-(4-chlorobenzyl)-1,2,3-thiadiazole-4-carboxamide